C(C)(=O)O[C@@H]1[C@H](O[C@H]([C@@H]1OC(C)=O)N1C=2N=C(NC(C2N=C1)=O)NC(C(C)C)=O)COC(C1=CC=CC=C1)(C1=CC=C(C=C1)OC)C1=CC=C(C=C1)OC [(2R,3R,4R,5R)-4-acetoxy-2-[[bis(4-methoxy-phenyl)-phenyl-methoxy]-methyl]-5-[2-(2-methylpropanoylamino)-6-oxo-1H-purin-9-yl]-tetrahydrofuran-3-yl] acetate